(2-Oxo-1,3-dioxolan-4-yl)methyl methacrylat C(C(=C)C)(=O)OCC1OC(OC1)=O